tridecyl-glycero-3-phosphate C(CCCCCCCCCCCC)OP(OCC(CO)O)(=O)O